COC(CCNC(C(C)SC1=C(C=C(C(=C1)N1C(N(C(=CC1=O)C(F)(F)F)C)=O)F)Cl)=O)=O N-[2-[[2-chloro-5-[3,6-dihydro-3-methyl-2,6-dioxo-4-(trifluoromethyl)-1(2H)-pyrimidinyl]-4-fluorophenyl]sulfanyl]-1-oxopropyl]-beta-alanine methyl ester